(4-chlorophenyl)-5-phenyl-1,3,4-oxadiazol-2-amine ClC1=CC=C(C=C1)NC=1OC(=NN1)C1=CC=CC=C1